N1C=CC2=C(C=CC=C12)CNC(=O)C1=CN=C2N1C=CC=C2 N-(1H-indol-4-ylmethyl)imidazo[1,2-a]pyridine-3-carboxamide